Methyl-cis-13-docosaenoic acid CC(C(=O)O)CCCCCCCCCC\C=C/CCCCCCCC